N-((1-methyl-1H-1,2,4-triazol-3-yl)methyl)-4-(1-(methylamino)ethyl)isoquinolin-1-amine CN1N=C(N=C1)CNC1=NC=C(C2=CC=CC=C12)C(C)NC